COC1=CC=C(CN(C2=NC=C3C=C(C=NC3=C2)C=2C=C(C=NC2C)NC(=S)NCC2=NC=CC=C2C(F)(F)F)C)C=C1 1-(5-(7-((4-methoxybenzyl)(methyl)amino)-1,6-naphthyridin-3-yl)-6-methylpyridin-3-yl)-3-((3-(trifluoromethyl)pyridin-2-yl)methyl)thiourea